CN(C(C[C@@]1(OB(OC(C1)=O)[C@H](CC(C)C)NC([C@H](CC1=CC=CC=C1)NC(=O)C1=NC=CN=C1)=O)C(N(C)C)=O)=O)C N-((S)-1-(((R)-1-((S)-4-(2-(dimethylamino)-2-oxoethyl)-4-(dimethylcarbamoyl)-6-oxo-1,3,2-dioxaborinan-2-yl)-3-methylbutyl)amino)-1-oxo-3-phenylpropan-2-yl)pyrazine-2-carboxamide